COCC=1C=2N(C=C(C1)C(F)(F)F)C=C(N2)C(=O)O 8-(methoxymethyl)-6-(trifluoromethyl)imidazo[1,2-a]pyridine-2-carboxylic acid